(R)-3-{[3-(4-Fluorophenyl)-4-(6-phenylfuro[2,3-d]pyrimidin-4-yl)-1H-pyrazol-1-yl]methyl}-1λ6-thiolane-1,1-dione FC1=CC=C(C=C1)C1=NN(C=C1C=1C2=C(N=CN1)OC(=C2)C2=CC=CC=C2)C[C@@H]2CS(CC2)(=O)=O